BrCC(O)C=1C=NC=CC1C1CC1 2-bromo-1-(4-cyclopropyl-3-pyridyl)ethanol